FC1=C(C(=CC=C1)O)C=1C=CC2=C(N(C(N=C2)=O)C=2C(=NC=CC2C)C(C)C)N1 7-(2-fluoro-6-hydroxyphenyl)-1-(2-isopropyl-4-methylpyridin-3-yl)pyrido[2,3-d]pyrimidin-2(1H)-one